FC1=C2CCC(C2=CC=C1[N+](=O)[O-])O 4-fluoro-5-nitro-2,3-dihydro-1H-inden-1-ol